FC(S(=O)(=O)[O-])(F)F.CN1C=[N+](C=C1)CCCCC 1-methyl-3-pentyl-imidazolium trifluoro-methanesulfonate